4-amino-N-((3R)-6-bromo-2,3-dihydrofuro[3,2-b]pyridin-3-yl)-7-fluoro-N-methyl-1,3-dihydrofuro[3,4-c]quinoline-8-carboxamide NC1=NC=2C=C(C(=CC2C2=C1COC2)C(=O)N(C)[C@H]2COC=1C2=NC=C(C1)Br)F